dimethylsilyl-(dimethyldichlorosilane) C[SiH](C)C[Si](Cl)(Cl)C